NC1=CC(=NC=N1)NC1=CC(=C2C(=[N+]1[O-])C1(NC2=O)CCCCC1)C 2'-((6-Aminopyrimidin-4-yl)amino)-4'-methyl-5'-oxo-5',6'-dihydrospiro[cyclohexane-1,7'-pyrrolo[3,4-b]pyridine] 1'-oxide